3-chloro-5-methylbenzene ClC=1C=CC=C(C1)C